COC1=CC=C(C=N1)C1CCC2(CC3=CC=CC=C3C2)CC1 4-(6-methoxypyridin-3-yl)-1',3'-dihydrospiro[cyclohexane-1,2'-inden]